N-[(5-chlorothiophen-2-yl)methyl]-3-{1-[2-(pyridin-2-yl)ethyl]piperidin-4-yl}-1H-pyrazol-5-amine ClC1=CC=C(S1)CNC1=CC(=NN1)C1CCN(CC1)CCC1=NC=CC=C1